C(CCCCCCCCCCCCCCCNCCC)(=O)O 17-azaeicosanoic acid